C(CCCCCCCCCCCCCCCCCC)[Si](OCC)(OCC)CCCCCCCCCCCCCCCCCCC di-n-nonadecyldiethoxysilane